tert-butyl (1S,4S)-5-(2-((1-(morpholinomethyl)cyclopropyl)methoxy)-5,6,7,8-tetrahydropyrido[3,4-d]pyrimidin-4-yl)-2,5-diazabicyclo[2.2.2]octane-2-carboxylate O1CCN(CC1)CC1(CC1)COC=1N=C(C2=C(N1)CNCC2)N2[C@@H]1CN([C@H](C2)CC1)C(=O)OC(C)(C)C